The molecule is an dichlorobenzene derivative that is used in the form of its trifenate salt for treatment of chronic obstructive pulmonary disease. It has a role as a beta-adrenergic agonist and a bronchodilator agent. It is an ether, a secondary amino compound, a member of benzyl alcohols, a member of phenols and a dichlorobenzene. It is a conjugate base of a vilanterol(1+). C1=CC(=C(C(=C1)Cl)COCCOCCCCCCNC[C@@H](C2=CC(=C(C=C2)O)CO)O)Cl